N-benzyl-1-(4-hydroxybenzyl)-7-isobutyl-5-oxooctahydro-3aH-3,6-methanopyrrolo[3,2-b]pyridine-3a-carboxamide C(C1=CC=CC=C1)NC(=O)C12NC(C3C(C1N(CC2C3)CC3=CC=C(C=C3)O)CC(C)C)=O